p-toluylsulfonat C1(=CC=C(C=C1)S(=O)(=O)[O-])C